FC1(CNC1)CNC(OC(C)(C)C)=O tert-butyl (3-fluoroazetidin-3-yl)methylcarbamate